5-(Difluoromethyl)-2-{7-[(1s,3s)-3-hydroxy-3-methylcyclobutyl]-5-methyl-7H-pyrrolo[2,3-c]pyridazin-3-yl}-3-methylphenol FC(C=1C=C(C(=C(C1)O)C1=CC2=C(N=N1)N(C=C2C)C2CC(C2)(C)O)C)F